C1(CC1)CCNC1CCC=2C=C(C(=C(C2C1)F)N1CC(NS1(=O)=O)=O)O 5-{7-[(2-Cyclopropylethyl)amino]-1-fluoro-3-hydroxy-5,6,7,8-tetrahydronaphthalen-2-yl}-1lambda6,2,5-thiadiazolidine-1,1,3-trione